C1(CCC(N1C(C(=O)[O-])CCCCCCC(=O)[O-])=O)=O Succinimidyl-azelat